tert-Butyl N-(cyclopropylmethyl)-N-[(3R)-1-[5-[(8-fluoro-2-methyl-imidazo[1,2-a]pyridin-6-yl)carbamoyl]pyrazin-2-yl]pyrrolidin-3-yl]carbamate C1(CC1)CN(C(OC(C)(C)C)=O)[C@H]1CN(CC1)C1=NC=C(N=C1)C(NC=1C=C(C=2N(C1)C=C(N2)C)F)=O